4-fluoro-7-methyl-N-(2,3,4,5-tetrahydro-1H-benzo[d]azepin-1-yl)-1H-indole FC1=C2C=CN(C2=C(C=C1)C)C1CNCCC2=C1C=CC=C2